Tert-Butyl N-[(Z)-4-(4-bromo-2-ethyl-benzimidazol-1-yl)-3-fluoro-but-2-enyl]carbamate BrC1=CC=CC=2N(C(=NC21)CC)C/C(=C/CNC(OC(C)(C)C)=O)/F